N-methyl-1-(2-methyl-4-(4,4,5,5-tetramethyl-1,3,2-dioxaborolan-2-yl)phenyl)methanamine hydrochloride Cl.CNCC1=C(C=C(C=C1)B1OC(C(O1)(C)C)(C)C)C